1-(4-chlorophenyl)-N-[6-methyl-1-(1H-1,2,3,4-tetrazol-5-yl)azepan-3-yl]cyclopropane-1-carboxamide ClC1=CC=C(C=C1)C1(CC1)C(=O)NC1CN(CC(CC1)C)C1=NN=NN1